C(C)(C)(C)C1=C(NC(C(=O)O)=O)C=CC=C1 2-(2-tert-butylanilino)-2-oxo-acetic acid